C(C)(C)C1=NNC(C=2N1C=C(C2)C#N)=O 4-isopropyl-1-oxo-1,2-dihydropyrrolo[1,2-d][1,2,4]triazine-7-carbonitrile